ClC1=C(C(=CC(=C1)Cl)F)NC=1N(C2=NC(=NC=C2N1)N[C@H]1C[C@@](CCC1)(C)O)C1CCC(CC1)C(=O)N (1S,4s)-4-(8-(2,4-dichloro-6-fluorophenylamino)-2-((1R,3S)-3-hydroxy-3-methylcyclohexylamino)-9H-purin-9-yl)cyclohexanecarboxamide